3-(1H-imidazol-2-yl)-5-methoxy-2-methylpyrazolo[1,5-a]pyrimidine N1C(=NC=C1)C=1C(=NN2C1N=C(C=C2)OC)C